C(C)(C)(C)C1=CC=C(C(=O)O)C=C1 p-t-butylbenzoic acid